N-(3-fluoro-4-(1-methyl-6-(1H-pyrazol-4-yl)-1H-indazol-5-yloxy)phenyl)-1-(4-fluorophenyl)-6-cyclopropyloxy-2-oxo-1,2-dihydropyridine-3-carboxamide FC=1C=C(C=CC1OC=1C=C2C=NN(C2=CC1C=1C=NNC1)C)NC(=O)C=1C(N(C(=CC1)OC1CC1)C1=CC=C(C=C1)F)=O